3-(5-(1-((2-methylpyrimidin-5-yl)methyl)piperidin-4-yl)-1-oxoisoindolin-2-yl)piperidine-2,6-dione CC1=NC=C(C=N1)CN1CCC(CC1)C=1C=C2CN(C(C2=CC1)=O)C1C(NC(CC1)=O)=O